O1N=C(C=C1)CS(=O)(=O)NCCCN(CCCCCCCC(=O)OC(CCCCCCCC)CCCCCCCC)CCCCCCCC(OC(CC)CCCCCCCC)=O heptadecan-9-yl 8-((3-((isoxazol-3-ylmethyl)sulfonamido)propyl)(8-oxo-8-(undecan-3-yloxy)octyl)amino)octanoate